N(=C=O)CC1(C2C(CC(C1)C2)CN=C=O)CCCN=C=O 2-isocyanatomethyl-2-(3-isocyanatopropyl)-6-isocyanatomethylbicyclo[2.2.1]-heptane